N1=CC=[SiH]C=C1 [1,4]Azasilaine